ClC=1C(=NC2=CC=C(C=C2C1)N1CNCC1)N1CCNCC1 1-(3-chloro-2-piperazin-1-yl-6-quinolyl)imidazolidin